FC1=CC=C2C=C(NC2=C1F)C(=O)N1[C@@H]([C@H]2C([C@H]2C1)(C)C)C(=O)N[C@H](C(=O)OC)C[C@H]1C(NCC1)=O (S)-methyl 2-((1R,2S,5S)-3-(6,7-difluoro-1H-indole-2-carbonyl)-6,6-dimethyl-3-azabicyclo[3.1.0]hexane-2-carboxamido)-3-((S)-2-oxopyrrolidin-3-yl)propanoate